S1C(=CC=C1)COCC1=C(C=CC=C1)B(O)O 2-(THIOPHEN-2-YLMETHOXYMETHYL)PHENYLBORONIC ACID